2-[4-(4-formyl-1-piperazinyl)-6-[4-(1H-tetrazol-5-yl)benzylamino]pyrimidin-2-ylamino]-4-methylthiazole-5-carboxylic acid ethyl ester C(C)OC(=O)C1=C(N=C(S1)NC1=NC(=CC(=N1)N1CCN(CC1)C=O)NCC1=CC=C(C=C1)C1=NN=NN1)C